ClC1=C(C(=CC=C1)F)N1C(C2=C(N=C(N=C2)SC)C(=C1)C#CCOC)=O 6-(2-chloro-6-fluorophenyl)-8-(3-methoxyprop-1-yn-1-yl)-2-(methylthio)pyrido[4,3-d]Pyrimidine-5(6H)-one